AMINOTRIAZOLOPYRAZINE NC1=NC2=C(N=C1)NN=N2